5-(3-butylpyrrolidin-3-yl)-1H-indole C(CCC)C1(CNCC1)C=1C=C2C=CNC2=CC1